3-[2-(1,3-Benzodioxole-5-yl)ethyl]-6-(4-trifluoromethylphenyl)-7H-[1,2,4]triazolo[3,4-b][1,3,4]thiadiazine O1COC2=C1C=CC(=C2)CCC2=NN=C1SCC(=NN12)C1=CC=C(C=C1)C(F)(F)F